C(#N)[C@]1(COCC1)C1=CC=C(C=N1)C(=O)OCC |r| (±)-ethyl 6-(3-cyanotetrahydrofuran-3-yl)pyridine-3-carboxylate